OCC=1C=C(C=CC1)NC1=NC=C(C(=N1)NCC=1C(=NC=CC1)N(S(=O)(=O)C)C)C(F)(F)F N-[3-({[2-{[3-(hydroxymethyl)phenyl]amino}-5-(trifluoromethyl)pyrimidin-4-yl]amino}methyl)pyridin-2-yl]-N-methylmethane-sulfonamide